C1CC12N(CCCC2)S(=O)(=O)C=2C=CC(=C(C2)C2=CN=C1C(=NC=NN12)N)C 7-(5-((4-azaspiro[2.5]octan-4-yl)sulfonyl)-2-methylphenyl)imidazo[2,1-f][1,2,4]triazin-4-amine